2-(5-chloro-7-(1,2-dihydroxyethyl)-1-(oxetan-3-yl)-1H-pyrazolo[4,3-b]pyridin-3-yl)isoindoline-1,3-dione ClC1=CC(=C2C(=N1)C(=NN2C2COC2)N2C(C1=CC=CC=C1C2=O)=O)C(CO)O